α-methyl-4-(2-methylpropyl)-phenylacetic acid 3-amino-propyl ester NCCCOC(C(C)C1=CC=C(C=C1)CC(C)C)=O